4-(chlorosulfonyl)-3-fluorobenzoic acid methyl ester COC(C1=CC(=C(C=C1)S(=O)(=O)Cl)F)=O